N1=C(N=CN=C1)NC=1C=C(C(=O)NC2=CC=C3C(=CN(C3=C2)C)C=2C=NC(=CC2)OCC)C=CC1C 3-((1,3,5-Triazin-2-yl)amino)-N-(3-(6-ethoxypyridin-3-yl)-1-methyl-1H-indol-6-yl)-4-methylbenzamide